2-(1-Benzyl-5-ethyl-1H-pyrazol-4-yl)acetonitrile C(C1=CC=CC=C1)N1N=CC(=C1CC)CC#N